4-[1-(4-methoxyphenyl)hexyl]resorcinol COC1=CC=C(C=C1)C(CCCCC)C1=C(C=C(O)C=C1)O